C(C=C)N1N(C2=NC(=NC=C2C1=O)NC1=CC(=CC=C1)Br)C1=NC(=CC=C1)OC1CCN(CC1)C 2-allyl-6-(m-bromophenylamino)-1-[6-(1-methyl-4-piperidyloxy)-2-pyridyl]-1,2-dihydro-3H-1,2,5,7-tetraazainden-3-one